C1(=CC=C(C=C1)O[C@@H]1C[C@H](NC1)C(=O)OC)C methyl (2S,4R)-4-(p-tolyloxy)pyrrolidine-2-carboxylate